methyl 2-oxo-2-((1S,3aR,6aS)-1-(((S)-3-oxo-1-((S)-2-oxopyrrolidin-3-yl)-4-(trifluoromethoxy)butan-2-yl)carbamoyl)hexahydrocyclopenta[c]pyrrol-2(1H)-yl)acetate O=C(C(=O)OC)N1[C@@H]([C@@H]2[C@H](C1)CCC2)C(N[C@@H](C[C@H]2C(NCC2)=O)C(COC(F)(F)F)=O)=O